5-(5-fluoro-2',4'-dimethoxy-[1,1'-biphenyl]-2-yl)-3-(4-(1-methyl-4-(trifluoromethyl)-1H-imidazol-2-yl)phenyl)-1,2,4-oxadiazole FC=1C=CC(=C(C1)C1=C(C=C(C=C1)OC)OC)C1=NC(=NO1)C1=CC=C(C=C1)C=1N(C=C(N1)C(F)(F)F)C